5'-methyl-2H-[1,4'-bipyridyl]-2-one CC=1C(=CC=NC1)N1C(C=CC=C1)=O